tert-butyl 2,4-dichloro-5H-pyrrolo[3,4-d]pyrimidine-6(7H)-carboxylate ClC=1N=C(C2=C(N1)CN(C2)C(=O)OC(C)(C)C)Cl